6-(cyclopropoxy)-2-methyl-indazol-5-amine C1(CC1)OC=1C(=CC2=CN(N=C2C1)C)N